ClC1=C2C(N(C=NC2=CC=C1OC1=C(C(=CC=C1F)NS(N(C)CC)(=O)=O)C#N)[C@@H]1CCC2(C1)CCN(CC2)C(=O)OC(C)(C)C)=O tert-butyl (3R)-3-[5-chloro-6-[2-cyano-3-[[ethyl(methyl)sulfamoyl]amino]-6-fluoro-phenoxy]-4-oxo-quinazolin-3-yl]-8-azaspiro[4.5]decane-8-carboxylate